ClC1=CC=C(C=C1)C1=C(CCC(C1)(C)C)CN1C(CN(CC1)C(=O)C=1C=C2C(N(C(C2=CC1)=O)C1C(NC(CC1)=O)=O)=O)(C)C 5-(4-((4'-chloro-5,5-dimethyl-3,4,5,6-tetrahydro-[1,1'-biphenyl]-2-yl)methyl)-3,3-dimethylpiperazine-1-carbonyl)-2-(2,6-dioxopiperidin-3-yl)isoindoline-1,3-dione